5-(2-methoxypyridin-4-yl)indolin-2-one COC1=NC=CC(=C1)C=1C=C2CC(NC2=CC1)=O